Cl.[N+](=O)([O-])C1=CC=C(C=C1)CCNCC1=C(CO)C=CC=C1 (1R)-2-[[[2-(4-nitrophenyl)ethyl]amino]methyl]benzyl alcohol hydrochloride